4-(Acetyloxy)-α,α,4-trimethylcyclohexanemethanol acetate C(C)(=O)OC(C1CCC(CC1)(C)OC(C)=O)(C)C